FC1(CCC(CC1)CCN1CC(CCC1)C=1NC(N(N1)C=1C=CC=C2C=CC(=NC12)OC)=O)F 5-(1-(2-(4,4-difluorocyclohexyl)ethyl)piperidin-3-yl)-2-(2-methoxyquinolin-8-yl)-2,4-dihydro-3H-1,2,4-triazol-3-one